ClC=1N=C(NC1C=1[C@@H](CN(CC1)S(=O)(=O)C)C)C1=NC=C(C=C1)F |o1:7| (S*)-2-(4-Chloro-5-(3-methyl-1-(methylsulfonyl)-1,2,3,6-tetrahydropyridin-4-yl)-1H-imidazol-2-yl)-5-fluoropyridine